5-propenylbenzonitrile C(=CC)C=1C=CC=C(C#N)C1